S(=O)(=O)(ON1[C@@H]2CC[C@H](N(C1=O)C2)C(NS(=O)(=O)C=2N(C=CN2)C)=N)O (2S,5R)-2-(N-((1-methyl-1H-imidazol-2-yl) sulfonyl) carbamimidoyl)-7-oxo-1,6-diazabicyclo[3.2.1]octan-6-yl hydrogen sulfate